2-(pyrrolidin-1-yl)-9H-purine N1(CCCC1)C1=NC=C2N=CNC2=N1